FC1=C(C(=CC=C1F)[N+](=O)[O-])CC(C)=O (2,3-difluoro-6-nitrophenyl)propan-2-one